Methyl 2-(2-(3-fluoro-5-(trifluoromethyl)benzyl)pyridin-4-yl)-5-methyl-2H-1,2,3-triazole-4-carboxylate FC=1C=C(CC2=NC=CC(=C2)N2N=C(C(=N2)C(=O)OC)C)C=C(C1)C(F)(F)F